CC=1C(C=C(C(C1C)=O)NC1=C(C=CC=C1)C(F)(F)F)=O 2,3-dimethyl-5-(2-(trifluoromethyl)phenylamino)-1,4-benzoquinone